2-(4-iodo-2,5-dimethoxyphenyl)-N-[(4-methoxyphenyl)methyl]ethanamine IC1=CC(=C(C=C1OC)CCNCC1=CC=C(C=C1)OC)OC